FC1([C@H](CN(CC1)CC1=CC2=C(C(N(C=C2C(F)(F)F)C2=CC(=CC=C2)C2(CCC2)C2=NN=CN2C)=O)N1)C)F 2-[[(3S)-4,4-difluoro-3-methyl-1-piperidinyl]methyl]-6-[3-[1-(4-methyl-1,2,4-triazol-3-yl)cyclobutyl]phenyl]-4-(trifluoromethyl)-1H-pyrrolo[2,3-c]pyridin-7-one